6,7-dimethoxy-1-(2-methylthiophene-3-yl)-3,4-dihydroisoquinoline COC=1C=C2CCN=C(C2=CC1OC)C1=C(SC=C1)C